(3-chloro-4-fluorophenyl)-[7-methoxy-6-(3-morpholin-4-yl-propoxy)-quinazoline-4-yl]-amine ClC=1C=C(C=CC1F)NC1=NC=NC2=CC(=C(C=C12)OCCCN1CCOCC1)OC